C1(=CC=CC=C1)N(C1=CC=C(C=C1)C1=CC=C(C=2N=C3C(=NC12)C=1C=CC(=CC1N3C)C3=CC=C(O3)C=C(C(=O)[O-])C#N)C3=CC=C(C=C3)N(C3=CC=CC=C3)C3=CC=CC=C3)C3=CC=CC=C3 3-(5-(1,4-bis(4-(diphenylamino) phenyl)-6-methyl-6H-indolo[3,2-b]quinoxalin-8-yl) furan-2-yl)-2-cyanoacrylate